N-(tert-butoxycarbonyl)-O-(tert-butyldiphenylsilyl)-L-serine methyl ester COC([C@@H](NC(=O)OC(C)(C)C)CO[Si](C1=CC=CC=C1)(C1=CC=CC=C1)C(C)(C)C)=O